C(C1=CC=CC=C1)[C@](CC(F)(F)F)(C)NC(=O)C=1C=NC2=C(C=CC=C2C1)F N-[(1S)-1-benzyl-3,3,3-trifluoro-1-methyl-propyl]-8-fluoro-quinoline-3-carboxamide